CC=1C=CC(=C(N)C1)OC1=CC=C(C=C1)C 5-methyl-2-(p-tolyloxy)aniline